(1-Ethyl-2,3,4,5-tetramethylcyclopentadienyl)(fluorenyl)zirconium dichloride [Cl-].[Cl-].C(C)C1(C(=C(C(=C1C)C)C)C)[Zr+2]C1=CC=CC=2C3=CC=CC=C3CC12